diphenylmethylenecyclopentadienyl-(cyclopentadienyl)(9-fluorenyl)zirconium dichloride [Cl-].[Cl-].C1(=CC=CC=C1)C(C1=CC=CC=C1)=[Zr](C1C2=CC=CC=C2C=2C=CC=CC12)(C1C=CC=C1)C1C=CC=C1